C(C1=CC=CC=C1)N1CCN[C@@H]([C@H](C1)O)CC(C)C (5R,6S)-1-benzyl-5-isobutyl-1,4-diazepan-6-ol